C1(=CC=CC=C1)/C=C/CC (E)-4-phenyl-3-butene